The molecule is a member of indoles, a member of maleimides and a member of pyrroles. It has a role as a metabolite. C1=CC=C2C(=C1)C(=CN2)C3=C(C(=O)NC3=O)C4=CN=CN4